C(C1=CC=CC=C1)OCC1CCC(CO1)(O)C(F)(F)F 6-((benzyloxy)methyl)-3-(trifluoromethyl)tetrahydro-2H-pyran-3-ol